4-(2-Amino-1-(5-(5-(trifluoromethyl)pyridin-2-yl)-1H-pyrrole-2-carboxamido)ethyl)-N-(2-hydroxyethyl)thiazole-2-carboxamide NCC(NC(=O)C=1NC(=CC1)C1=NC=C(C=C1)C(F)(F)F)C=1N=C(SC1)C(=O)NCCO